N,N-bis(methyl-d3)pyridine-2,3-diamine C(N(C1=NC=CC=C1N)C([2H])([2H])[2H])([2H])([2H])[2H]